5-(4-Hydroxy-3-methoxybenzylidene)pyrimidine-2,4,6(1H,3H,5H)-trione OC1=C(C=C(C=C2C(NC(NC2=O)=O)=O)C=C1)OC